4-methoxy-6-(1-(1-(7-(vinylsulfonyl)-7-azaspiro[3.5]nonane-2-carbonyl)piperidin-4-yl)-1H-pyrazol-4-yl)pyrazolo[1,5-a]pyridine-3-carbonitrile COC=1C=2N(C=C(C1)C=1C=NN(C1)C1CCN(CC1)C(=O)C1CC3(C1)CCN(CC3)S(=O)(=O)C=C)N=CC2C#N